21-acetoxy-20-methyl-pregn-4,6-dien-3-one C(C)(=O)OCC([C@H]1CC[C@H]2[C@@H]3C=CC4=CC(CC[C@]4(C)[C@H]3CC[C@]12C)=O)C